3-(9-((4-(aminomethyl)phenyl)carbamoyl)-4,5-dihydrobenzo[b]thieno[2,3-d]oxepin-8-yl)-6-(butylcarbamoyl)picolinic acid NCC1=CC=C(C=C1)NC(=O)C1=CC2=C(OCCC3=C2SC=C3)C=C1C=1C(=NC(=CC1)C(NCCCC)=O)C(=O)O